8-(1-(4-chloro-3-fluorophenyl)-3-isobutyl-1H-pyrazolo[4,3-b]pyridine-5-carbonyl)-1-phenyl-1,3,8-triazaspiro[4.5]decan-4-one ClC1=C(C=C(C=C1)N1N=C(C2=NC(=CC=C21)C(=O)N2CCC1(C(NCN1C1=CC=CC=C1)=O)CC2)CC(C)C)F